thioxopyrazolopyrimidine-one S=C1N=C2C(C=N1)=NNC2=O